vinyl n-butyl sulfide C(CCC)SC=C